4-oxo-N5-(2,4,6-trifluorobenzyl)-1,4-dihydropyridine-2,5-dicarboxamide O=C1C=C(NC=C1C(=O)NCC1=C(C=C(C=C1F)F)F)C(=O)N